N-[(1R,3R)-8-{8-bromo-7-methylimidazo[1,2-c]pyrimidin-5-yl}-3-hydroxy-8-azaspiro[4.5]dec-1-yl]-2-methylpropan-2-sulfinamide BrC=1C=2N(C(=NC1C)N1CCC3(C[C@H](C[C@H]3NS(=O)C(C)(C)C)O)CC1)C=CN2